2,5-dioxapyrrolidin-1-yl-1-azido-3,6,9,12-tetraoxapentadecane-15-carboxylate N1(OCCO1)C(COCCOCCOCCOCCCC(=O)[O-])N=[N+]=[N-]